3-Methoxycyclobutane-1-carboxylic acid COC1CC(C1)C(=O)O